4-(2-(Ethyl(isopropyl)amino)-6-isopropylpyrimidine-4-carboxamido)benzoic acid C(C)N(C1=NC(=CC(=N1)C(=O)NC1=CC=C(C(=O)O)C=C1)C(C)C)C(C)C